CN(C(C=C)=O)C1CNC=2N(C1)N=CC2C2=CC=C(C=C2)C(F)(F)F N-methyl-N-(3-(4-(trifluoromethyl)phenyl)-4,5,6,7-tetrahydropyrazolo[1,5-a]pyrimidin-6-yl)acrylamide